silver-copper oxide nickel [Ni].[Cu]=O.[Ag]